ClC1=CC=C(C=C1)[C@@]1(N(C(C2=CC(=CC=C12)C(CO)(C)O)=O)CC1=NC=C(C=C1)Cl)OCC1(CC1)CO (3R)-3-(4-Chlorophenyl)-2-[(5-chloropyridin-2-yl)methyl]-6-(1,2-dihydroxypropan-2-yl)-3-{[1-(hydroxymethyl)cyclopropyl]methoxy}-2,3-dihydro-1H-isoindol-1-on